CC(C)(C)[S@@](=O)N[C@H](C)C1=NC=CC=N1 (R)-2-methyl-N-((R)-1-(pyrimidin-2-yl)ethyl)propane-2-sulfinamide